2-(4-(4-(2-((2-methoxyethyl)amino)pyrimidin-5-yl)-1-methyl-6-oxo-1,6-dihydropyridin-3-yl)-1H-pyrazol-1-yl)benzonitrile COCCNC1=NC=C(C=N1)C=1C(=CN(C(C1)=O)C)C=1C=NN(C1)C1=C(C#N)C=CC=C1